FC=1C=CC(=NC1)C1=CC=NC=N1 6-(5-fluoropyridin-2-yl)pyrimidin